NC=1N=C(C(=NC1)CNC(=O)C1CCOCC1)OC Tetrahydro-pyran-4-carboxylic acid (5-amino-3-methoxy-pyrazin-2-ylmethyl)-amide